C(#N)C=1C=C(C=CC1)C1=NN=C(O1)C(=O)N[C@H]1CN[C@@H](C1)C 5-(3-cyanophenyl)-N-((3R,5R)-5-methylpyrrolidin-3-yl)-1,3,4-oxadiazole-2-carboxamide